(E)-8-bromo-3,7,10-trioxa-2,14,17-trioxa-6,11-diaza-eicos-8-en-20-oic acid Br\C(\ONCCOOC)=C\ONCCOCCOCCC(=O)O